FC1=C(C=CC(=C1)F)CN(C(NCC1=CC=C(C=C1)OC(CF)CF)=O)C1CCN(CC1)C 3-[(2,4-difluorophenyl)methyl]-1-({4-[(1,3-difluoropropan-2-yl)oxy]phenyl}methyl)-3-(1-methylpiperidin-4-yl)urea